C1(=CC=CC=C1)[C@@H](N)[C@H]1CNC2=C(N1)N=CC=C2 (R)-phenyl-[(3R)-1,2,3,4-tetrahydropyrido[2,3-b]pyrazin-3-yl]methanamine